1-(2,6-difluorobenzyl)-5-dimethylaminomethyl-3-(6-methoxypyridazin-3-yl)-6-(4-nitrophenyl)thieno[2,3-d]pyrimidine-2,4(1H,3H)-dione FC1=C(CN2C(N(C(C3=C2SC(=C3CN(C)C)C3=CC=C(C=C3)[N+](=O)[O-])=O)C=3N=NC(=CC3)OC)=O)C(=CC=C1)F